NC1=CC(=C2C=CC=3C(=CC(=C4C=CC1=C2C34)S(=O)(=O)O)S(=O)(=O)O)S(=O)(=O)O 1-aminopyrene-3,6,8-trisulfonic acid